ClC1=NC(=NC(=N1)Cl)C1=CC=CC2=C1OC1=C2C=CC=C1 2,4-dichloro-6-(dibenzo[b,d]furan-4-yl)-1,3,5-triazine